2,3-dimethylpyrido[3,4-d]pyrimidin-4(3H)-one CC=1N(C(C2=C(N1)C=NC=C2)=O)C